Cl.O=C1NC2=CC=CC=C2C(=C1)C1=CC=C(C=C1)[C@@H](C)NS(=O)(=O)N (R)-N-(1-(4-(2-oxo-1,2-dihydroquinolin-4-yl)phenyl)ethyl)sulfamide hydrochloride